ClC1=NC=C(C(=N1)NC(CCO)C)C(F)(F)F 3-((2-chloro-5-(trifluoromethyl)pyrimidin-4-yl)amino)butan-1-ol